FC1=C(C=C(C=C1)NC1=NC=C(C(=N1)N1C=C(C=C1)C(=O)NC(CO)C1=CC(=CC=C1)Cl)C)N1CCNCC1 1-(2-((4-fluoro-3-(piperazin-1-yl)phenyl)amino)-5-methylpyrimidin-4-yl)-N-(1-(3-chlorophenyl)-2-hydroxyethyl)-1H-pyrrole-3-carboxamide